ClC1=CC=C(C=C1)[C@H](C)N1[C@]2(CCN(C2)C2=NC=CC=C2)C(N(CC1=O)C(C)C)=O (S)-6-((S)-1-(4-chlorophenyl)ethyl)-9-isopropyl-2-(pyridin-2-yl)-2,6,9-triazaspiro[4.5]-decane-7,10-dione